Carbazolylacridine C1(=CC=CC=2C3=CC=CC=C3NC12)C1=CC=CC2=NC3=CC=CC=C3C=C12